C(C1=CC=CC=C1)OC1=NC(=NC=C1)N1CC2NS(C=3C(OCC2C1)=C(N(C3)C)C(=O)NC3=CC(=C(C(=C3)F)F)F)(=O)=O 2-(4-(benzyloxy)pyrimidin-2-yl)-7-methyl-N-(3,4,5-trifluorophenyl)-2,3,3a,4,10,10a-hexahydro-1H,7H-dipyrrolo[3,4-b:3',4'-f][1,4,5]oxathiazocine-8-carboxamide 5,5-dioxide